FC1=COC2=C1C=CC(=C2)C[C@@H](C)NC (R)-1-(3-fluorobenzofuran-6-yl)-N-methylpropan-2-amine